N-[4-{[6-(5-cyano-2-thienyl)pyridin-3-yl]oxy}tetra-hydrofuran-3-yl]propane-2-sulfonamide C(#N)C1=CC=C(S1)C1=CC=C(C=N1)OC1C(COC1)NS(=O)(=O)C(C)C